C1=CC2=C(C=3C=CC=CC13)C=1C(=CC=C3C=CC=CC13)OP(O2)N(C(C)C2=CC=CC=C2)C(C)C2=CC=CC=C2 (3,5-Dioxa-4-phosphacyclohepta[2,1-a:3,4-a']dinaphthalin-4-yl)bis(1-phenylethyl)amin